3-[4-(1,3-benzo-thiazol-2-ylmethyl)-piperazin-1-yl]-N-(3-methoxycyclobutyl)-4-(2H-tetrazol-5-yl)aniline S1C(=NC2=C1C=CC=C2)CN2CCN(CC2)C=2C=C(NC1CC(C1)OC)C=CC2C=2N=NNN2